OC(C(=O)[O-])CCCCCCCCCCCCC.[Na+] sodium hydroxypentadecanoate